2-acetyl-4,4-dimethoxybutanamide C(C)(=O)C(C(=O)N)CC(OC)OC